C(C1=CC=CC=C1)OC(=O)NC(C(=O)[O-])CCS(=O)C 2-(((benzyloxy)carbonyl)amino)-4-(methylsulfinyl)butanoate